6,8-difluoro-4-oxo-4H-chromene-2-carboxylic acid ethyl ester C(C)OC(=O)C=1OC2=C(C=C(C=C2C(C1)=O)F)F